[Si](C1=CC=CC=C1)(C1=CC=CC=C1)(C(C)(C)C)OCC=1C=C(C(N(N1)C1OCCCC1)=O)C1=CC=C(C=C1)F 6-[[(tert-butyldiphenylsilyl)oxy]methyl]-4-(4-fluorophenyl)-2-(oxan-2-yl)-2,3-dihydropyridazin-3-one